FC(C1CC(CN(C1)C1=NC(=NC=C1)C1=CN=C2N1C=C(C=C2)C(F)(F)F)NS(=O)(=O)C)(F)F N-(5-(trifluoromethyl)-1-(2-(6-(trifluoromethyl)imidazo[1,2-a]pyridin-3-yl)pyrimidin-4-yl)piperidin-3-yl)methanesulfonamide